[(3R,9aS)-3-(3-Chloro-4-fluorophenyl)-3,4,6,7,9,9a-hexahydro-1H-pyrazino[2,1-c][1,4]oxazin-8-yl]-[2-chloro-3-(5-methylpyrimidin-4-yl)phenyl]methanon ClC=1C=C(C=CC1F)[C@@H]1CN2[C@H](CO1)CN(CC2)C(=O)C2=C(C(=CC=C2)C2=NC=NC=C2C)Cl